ClC=1C(=NN(C1C(F)(F)F)CC(=O)O)C1(CC1)C 2-[4-Chloro-3-(1-methylcyclopropyl)-5-(trifluoromethyl)pyrazol-1-yl]acetic acid